OC1=C(C(=O)O)C(=CC=C1NCC(C)C)O 2,6-dihydroxy-3-isobutylaminobenzoic acid